tetrafluoroboric acid lithium [Li].F[B-](F)(F)F.[H+]